1-(3-((tert-butoxy-carbonyl)amino)propyl)-2-methyl-1H-pyrazol-2-ium iodide [I-].C(C)(C)(C)OC(=O)NCCCN1[N+](=CC=C1)C